C(=O)O.C(#N)COC1=C(C(=C(C=C1)C1=CN=C2N1C=CN=C2NC2=CC(=C(C(=O)NCCNC([C@H](CCN)N)=O)C=C2)CC)F)F 4-[[3-[4-(cyanomethoxy)-2,3-difluorophenyl]imidazo[1,2-a]pyrazin-8-yl]amino]-N-[2-[[(2S)-2,4-diaminobutanoyl]amino]ethyl]-2-ethylbenzamide formate